5-Bromo-3-fluoro-N-(2,2,2-trifluoroethyl)pyridine-2-carboxamide BrC=1C=C(C(=NC1)C(=O)NCC(F)(F)F)F